Cl.N1(CCNCCC1)C1=C(C=NC2=CC(=C(C=C12)OC)OC)C#N 4-(1,4-diazepan-1-yl)-6,7-dimethoxyquinoline-3-carbonitrile hydrochloride